NCCC=1OC2=C(N1)C=C1C(=C2F)CC(C1)CN1CCC2(CN(C(O2)=O)C2=NC3=C(OCC(N3)=O)N=C2)CC1 6-[8-[[2-(2-aminoethyl)-8-fluoro-6,7-dihydro-5H-cyclopenta[f][1,3]benzoxazol-6-yl]methyl]-2-oxo-1-oxa-3,8-diazaspiro[4.5]decan-3-yl]-4H-pyrazino[2,3-b][1,4]oxazin-3-one